C(C=C)(=O)N1CCN(CC1)C1=C(C(=NC2=C(C(=C(C=C12)Cl)C1=C(C=CC2=C1N=C(S2)N)F)F)N)C#N 4-(4-Acryloylpiperazin-1-yl)-2-amino-7-(2-amino-5-fluorobenzo[d]thiazol-4-yl)-6-chloro-8-fluoroquinoline-3-Nitrile